NC1=CC(=C2OC3=CC(=CC(CCCCC(C4=NN=C(C1=N2)O4)(O)C(F)(F)F)=C3)F)C(F)(F)F 20-amino-13-fluoro-6,18-bis(trifluoromethyl)-16,23-dioxa-3,4,21-triazatetracyclo[15.3.1.12,5.111,15]tricosa-1(21),2,4,11(22),12,14,17,19-octaen-6-ol